FC1(CCN(CC1)C1=NC(=NC(=C1)C)NC(C1=C(C=C(C=C1)NS(=O)(=O)C)N1CCC2(CC2)CC1)=O)F N-(4-(4,4-difluoropiperidin-1-yl)-6-methylpyrimidin-2-yl)-4-(methylsulfonamido)-2-(6-azaspiro[2.5]octan-6-yl)benzamide